C1(CC1)N1CCN(CC1)C1=CC(=C(C=C1)NC1=NC=CC(=C1)NC=1C=CC=C2CCN(C12)C(C)=O)OC 1-(7-((2-((4-(4-Cyclopropylpiperazin-1-yl)-2-methoxyphenyl)amino)pyridin-4-yl)amino)indolin-1-yl)ethan-1-one